(S)-2-((fluorenylmethoxycarbonyl)amino)-3-(4-(4-(tetrahydro-2H-pyran-4-yl)-2-oxopiperazin-1-yl)phenyl)propanoic acid C1(=CC=CC=2C3=CC=CC=C3CC12)COC(=O)N[C@H](C(=O)O)CC1=CC=C(C=C1)N1C(CN(CC1)C1CCOCC1)=O